N-((2-methoxypyridin-4-yl)methyl)-5-(4-(trifluoromethyl)phenyl)-2-naphthamide COC1=NC=CC(=C1)CNC(=O)C1=CC2=CC=CC(=C2C=C1)C1=CC=C(C=C1)C(F)(F)F